tert-butyl ((S)-(7-((R)-cyclopropyl((R*)-2-oxo-4-(2,2,2-trifluoroethyl)imidazolidin-1-yl)methyl)imidazo[1,2-b]pyridazin-2-yl)(4,4-difluorocyclohexyl)methyl)carbamate C1(CC1)[C@H](C1=CC=2N(N=C1)C=C(N2)[C@H](C2CCC(CC2)(F)F)NC(OC(C)(C)C)=O)N2C(N[C@@H](C2)CC(F)(F)F)=O |o1:33|